FC=1C=CC(=C2C=C(NC12)C(=O)OCC)NC1=C2C=CNC2=C(C=C1)F ethyl 7-fluoro-4-((7-fluoro-1H-indol-4-yl) amino)-1H-indole-2-carboxylate